(trans-2-hydroxycyclopentyl)-5-methyl-6-(4-(1-methyl-1H-pyrazol-4-yl)benzyl)isoindolin-1-one O[C@H]1[C@@H](CCC1)N1C(C2=CC(=C(C=C2C1)C)CC1=CC=C(C=C1)C=1C=NN(C1)C)=O